C(C1=CC=CC=C1)N1CCN(C12COC2)C(\C=C\C2=CC=CC=C2)=O (E)-1-(8-benzyl-2-oxa-5,8-diazaspiro[3.4]oct-5-yl)-3-phenylprop-2-en-1-one